1,1,1-Trifluoro-2-methylpropan-2-yl (S)-4-(7-(3-chlorophenyl)-5-(pyridin-2-yl)-7H-pyrrolo[2,3-d]pyrimidin-4-yl)-3-methylpiperazine-1-carboxylate ClC=1C=C(C=CC1)N1C=C(C2=C1N=CN=C2N2[C@H](CN(CC2)C(=O)OC(C(F)(F)F)(C)C)C)C2=NC=CC=C2